3-(methoxycarbonyl)pyridine-5-boronic acid pinacol ester COC(=O)C=1C=NC=C(C1)B1OC(C)(C)C(C)(C)O1